(3R,5R)-1-Boc-3,5-dimethylpiperazine C(=O)(OC(C)(C)C)N1C[C@H](N[C@@H](C1)C)C